C1(=CC=CC=C1)C(C1=C(C=CC=C1)NC1=CC=CC=C1)(C1=CC=CC=C1)O α,α-diphenyl-2-(phenylamino)-benzyl alcohol